[Mn](=O)(=O)(=O)O permanganic acid